BrC1=CC(=CC(=C1)CCCCC(C)C)F 1-bromo-3-fluoro-5-(5-methylhexyl)benzene